O1C2=C(OCC1)C=C(C=C2)[C@H]([C@@H](CN2CCCC2)NC(=O)[C@@H]2CN(CC2)C=2SC=CN2)O (S)-N-((1R,2R)-1-(2,3-dihydrobenzo[b][1,4]dioxin-6-yl)-1-hydroxy-3-(pyrrolidin-1-yl)propan-2-yl)-1-(thiazol-2-yl)pyrrolidine-3-carboxamide